phenanthrene-4-boronic acid C1=CC=C(C=2C3=CC=CC=C3C=CC12)B(O)O